4-[5-chloro-1-(4-fluorophenyl)-4-hydroxy-2-tetrahydropyran-4-yl-indol-3-yl]Benzoic acid ClC=1C(=C2C(=C(N(C2=CC1)C1=CC=C(C=C1)F)C1CCOCC1)C1=CC=C(C(=O)O)C=C1)O